2,5-bis(3-thietanylthio-methyl)-1,4-dithiane S1CC(C1)SCC1SCC(SC1)CSC1CSC1